6-(5-(azetidin-3-yl)-3-isopropyl-1H-indol-2-yl)-8-methyl-[1,2,4]triazolo[1,5-a]pyridine hydrochloride Cl.N1CC(C1)C=1C=C2C(=C(NC2=CC1)C=1C=C(C=2N(C1)N=CN2)C)C(C)C